(3R)-N-((1R)-2-((3-fluoro-4-(trimethylsilyl)phenyl)amino)-1-(4-(methoxy)phenyl)-2-oxoethyl)-5-oxopyrrolidine-3-carboxamide FC=1C=C(C=CC1[Si](C)(C)C)NC([C@@H](C1=CC=C(C=C1)OC)NC(=O)[C@H]1CNC(C1)=O)=O